5-(2-chlorophenoxy)-3-((2,4-dichlorobenzyl)amino)-4H-benzo[e][1,2,4]thiadiazine 1,1-dioxide ClC1=C(OC2=CC=CC3=C2NC(=NS3(=O)=O)NCC3=C(C=C(C=C3)Cl)Cl)C=CC=C1